8-bromo-6-fluoro-3-methyl-5-nitro-3,4-dihydro-2H-benzo[b][1,4]oxazine BrC1=CC(=C(C2=C1OCC(N2)C)[N+](=O)[O-])F